(2S,3S)-N-(5-(((R)-2-(methoxymethyl)pyrrolidin-1-yl)methyl)thiazol-2-yl)-2-methylpyrrolidine-3-carboxamide TFA salt OC(=O)C(F)(F)F.COC[C@@H]1N(CCC1)CC1=CN=C(S1)NC(=O)[C@@H]1[C@@H](NCC1)C